N-((1-(5-Chloro-4-(6-(difluoromethyl)imidazo[1,2-b]pyridazin-3-yl)pyridin-2-yl)piperidin-3-yl)methyl)methanesulfonamide ClC=1C(=CC(=NC1)N1CC(CCC1)CNS(=O)(=O)C)C1=CN=C2N1N=C(C=C2)C(F)F